3-Methoxypropyl-dimethylamine COCCCN(C)C